CS(=O)(=O)C1=C(C=C(C2=C1CCO2)[N+](=O)[O-])C(=O)[O-] 4-methylsulfonyl-7-nitro-2,3-dihydrobenzofuran-5-carboxylate